(E)-2-(1-hydroxy-3-phenylpropenyl)cyclopentanone O\C(=C\CC1=CC=CC=C1)\C1C(CCC1)=O